tert-butyl rac-(4aS,7aS)-3,4a,5,6,7,7a-hexahydro-2H-pyrrolo[3,4-b][1,4]oxazine-4-carboxylate O1[C@@H]2[C@@H](N(CC1)C(=O)OC(C)(C)C)CNC2 |r|